carbene(thiazole) C=S1C=NC=C1